5-bromo-7-(6-(((tert-butyldiphenylsilyl)oxy)methyl)tetrahydro-2H-pyran-3-yl)pyrrolo[2,1-f][1,2,4]triazin-4-amine BrC=1C=C(N2N=CN=C(C21)N)C2COC(CC2)CO[Si](C2=CC=CC=C2)(C2=CC=CC=C2)C(C)(C)C